C(CCC)C1(CS(C2=C(N(C1)C1=CC=CC=C1)C=C(C(=C2)O/C=C/C(=O)O)SC)(=O)=O)CC rac-(E)-3-((3-butyl-3-ethyl-7-(methylsulfanyl)-1,1-dioxido-5-phenyl-2,3,4,5-tetrahydro-1,5-benzothiazepin-8-yl)oxy)acrylic acid